2,3-dichlorophenylethanol ClC1=C(C=CC=C1Cl)C(C)O